NC1=NC2=CC(=CC=C2C=C1F)C[C@@H]1CC[C@]2([C@@H]1O[C@H](C2O)N2C=CC1=C2N=CN=C1NC)O (2R,3aS,6S,6aR)-6-((2-amino-3-fluoroquinolin-7-yl)methyl)-2-(4-(methylamino)-7H-pyrrolo[2,3-d]pyrimidin-7-yl)hexahydro-3aH-cyclopenta[b]furan-3,3a-diol